5-bromo-2,4-dimethoxypyridine BrC=1C(=CC(=NC1)OC)OC